FC(CNC=1N=C(C2=C(N1)NC=C2C=2C=CC1=C(N(N=N1)C)C2)OC)(C)C N-(2-Fluoro-2-methylpropyl)-4-methoxy-5-(1-methyl-1H-benzo[d][1,2,3]triazol-6-yl)-7H-pyrrolo[2,3-d]pyrimidin-2-amine